tert-butyl ((10,11-dihydrobenzo[6,7]oxepino[3,2-b]pyridin-10-yl)methyl)(methyl)carbamate N1=C2C(=CC=C1)OC1=C(C(C2)CN(C(OC(C)(C)C)=O)C)C=CC=C1